7-(3-(4-(2-[18F]fluoroethoxy)phenyl)propyl)-2-(furan-2-yl)-7H-pyrazolo-[4,3-e][1,2,4]-triazolo[1,5-c]pyrimidin-5-amine [18F]CCOC1=CC=C(C=C1)CCCN1N=CC=2C=3N(C(=NC21)N)N=C(N3)C=3OC=CC3